C(C)(C)OC(C(C1=CC(=C(C(=C1)C(C)(C)C)O)C(C)(C)C)C1=CC(=C(C(=C1)C(C)(C)C)O)C(C)(C)C)=O bis(4-hydroxy-3,5-di-t-butyl-phenyl)acetic acid isopropyl ester